C[C@H]1[C@H](C1)C=O ((1S,2R)-2-methylcyclopropyl)methanone